CC=1N=C2N(C=C(N=C2)C2=CC=3N=CN(C(C3S2)=O)C2CCNCC2)C1 6-(2-methylimidazo[1,2-a]pyrazin-6-yl)-3-(piperidin-4-yl)thieno[3,2-d]pyrimidin-4(3H)-one